ClC1=C(C=CC(=C1)C#N)C=1C=CC(=C2C=CC=NC12)C[C@@H](C(=O)O)NC(C1=C(C=C(C=C1F)NS(=O)(=O)C1=CC=CC=C1)F)=O (S)-3-(8-(2-chloro-4-cyanophenyl)quinolin-5-yl)-2-(2,6-difluoro-4-(phenylsulfonylamino)benzoylamino)propionic acid